pentenyl-trimethoxysilane C(=CCCC)[Si](OC)(OC)OC